3-CYCLOBUTYLPHENYLBORONIC ACID C1(CCC1)C=1C=C(C=CC1)B(O)O